(2R,11aS)-8-chloro-2,7-difluoro-5-(methylthio)-2,3,11,11a-tetrahydro-1H-10-oxa-3a,4,6,9-tetraazanaphtho[1,8-ef]azulene ClC1=C(C=2C3=C([C@@H]4CON=C14)C[C@H](CN3N=C(N2)SC)F)F